C(C)(C)NC(CCCCCCCCCCC)=O Lauric acid monoisopropylamide